C(C)(C)(C)C1=CC(=NO1)C(=O)NCC1=NC(=NO1)C=1N(C2=CC=CC(=C2C1)N[C@H]1[C@H](CN(CC1)C)F)CC(F)(F)F 5-tert-butyl-N-{[3-(4-{[(3S,4R)-3-fluoro-1-methylpiperidin-4-yl]amino}-1-(2,2,2-trifluoroethyl)-1H-indol-2-yl)-1,2,4-oxadiazol-5-yl]methyl}-1,2-oxazole-3-carboxamide